4-{(3S,5aR,6R,7R,8aS)-6-[(1E,3R)-4-(2,5-difluorophenoxy)-3-hydroxy-1-buten-1-yl]-7-hydroxyoctahydro-2H-cyclopenta[b]oxepin-3-yl}-N-ethylbutaneamide FC1=C(OC[C@@H](/C=C/[C@H]2[C@@H](C[C@@H]3OC[C@H](CC[C@@H]32)CCCC(=O)NCC)O)O)C=C(C=C1)F